P(=O)(O)(O)F.F[B-](F)(F)F.[H+] tetrafluoroboric acid fluorophosphate